C(C)(C)(C)OC(=O)C1=C(CN2N=CC(=C2)C(=O)OC)C=CC=C1 methyl 1-(2-(tert-butoxycarbonyl)benzyl)-1H-pyrazole-4-carboxylate